C(C=C)SC(=O)N1NC(C(=C1N)C1=C(C=CC=C1)C)=O 1-[(2-propenyl-thio)formyl]-4-(2-methylphenyl)-5-amino-1H-pyrazol-3-one